FC1(CC(C1)CN1[C@H](CN(CC1)CC1=CC=2N(C=C1)N=CC2N2C(NC(CC2)=O)=O)C)F (S)-1-(5-((4-((3,3-difluorocyclobutyl)methyl)-3-methylpiperazin-1-yl)methyl)pyrazolo[1,5-a]pyridin-3-yl)dihydropyrimidine-2,4(1H,3H)-dione